CC1(OC2=C(C1)C=C(C(=C2)N2CCN(CC2)CC2OCCC2)NC(=O)C=2C=NN1C2N=CC=C1)C N-(2,2-Dimethyl-6-(4-((tetrahydrofuran-2-yl)methyl)piperazin-1-yl)-2,3-dihydrobenzofuran-5-yl)pyrazolo[1,5-a]pyrimidine-3-carboxamide